2-(1H-PYRROL-2-YL)PROPANAL N1C(=CC=C1)C(C=O)C